NC=1C2=C(N(C(N1)=O)C1=NC(=CC=C1)OC(F)(F)F)N=C(C=C2)C2CC2 amino-7-cyclopropyl-1-[6-(trifluoromethoxy)pyridin-2-yl]pyrido[2,3-d]pyrimidin-2-one